1,2-di(hexacosanoyl)-sn-glycero-3-phosphorylcholine C(CCCCCCCCCCCCCCCCCCCCCCCCC)(=O)OC[C@@H](OC(CCCCCCCCCCCCCCCCCCCCCCCCC)=O)COP(=O)(O)OCC[N+](C)(C)C